ClC=1C(=NC=CN1)C1(CCCC1)CO (1-(3-chloropyrazin-2-yl)cyclopentyl)methanol